3-((2-(((1-(6-(5-((R)-2-(2,4-difluorophenyl)pyrrolidin-1-yl)pyrazolo[1,5-a]pyrimidin-3-yl)pyridin-2-yl)piperidin-4-yl)(methyl)amino)methyl)phenyl)amino)piperidine-2,6-dione FC1=C(C=CC(=C1)F)[C@@H]1N(CCC1)C1=NC=2N(C=C1)N=CC2C2=CC=CC(=N2)N2CCC(CC2)N(C)CC2=C(C=CC=C2)NC2C(NC(CC2)=O)=O